CC(C[C@@H](C(=O)O)N1N=C(C=C(C1=O)C)CCN1CC2C1=CC=CC2(C)C)C (S)-4-methyl-2-(5-methyl-3-(2-(3,3-dimethylbenzazetidin-1-yl)ethyl)-6-oxopyridazin-1(6H)-yl)pentanoic acid